ortho-aminobenzaldehyde NC1=C(C=O)C=CC=C1